6-Bromo-7-fluoro-N-(4-fluorophenyl)-1H-indazol-5-amine BrC1=C(C=C2C=NNC2=C1F)NC1=CC=C(C=C1)F